2-chloro-4-(1,5-dimethyl-1H-indol-3-yl)-7-tosyl-7H-pyrrolo[2,3-d]pyrimidine ClC=1N=C(C2=C(N1)N(C=C2)S(=O)(=O)C2=CC=C(C)C=C2)C2=CN(C1=CC=C(C=C21)C)C